N1(CCCCC1)C1=NC2=CC=CC=C2C(=N1)NCCCN1CCCCC1 2-(piperidin-1-yl)-N-(3-(piperidin-1-yl)propyl)quinazolin-4-amine